FC(OC1=CC(=CC2=C1C(=NO2)NS(=O)(=O)C2=C(C=CC=C2OC)OC)CN2N=CC(=C2)CNC(OC)=O)F methyl ((1-((4-(difluoromethoxy)-3-((2,6-dimethoxyphenyl)sulfonamido)benzo[d]isoxazol-6-yl)methyl)-1H-pyrazol-4-yl)methyl)carbamate